(1s,2R,3R,4R)-1-((2R)-2-((4R,5R)-2-(3,4-difluorophenyl)-5-hydroxy-1,3-dioxan-4-yl)-2-hydroxyethyl)-3,4-dihydroxy-2-(hydroxymethyl)pyrrolidin-1-ium FC=1C=C(C=CC1F)C1OC[C@H]([C@H](O1)[C@@H](C[NH+]1[C@@H]([C@H]([C@@H](C1)O)O)CO)O)O